8-Ethoxy-N-(4-fluoro-2-methoxyphenyl)-2-(1-methyl-2-oxabicyclo[2.1.1]hexan-4-yl)imidazo[1,2-a]pyrazine-6-carboxamide C(C)OC=1C=2N(C=C(N1)C(=O)NC1=C(C=C(C=C1)F)OC)C=C(N2)C21COC(C2)(C1)C